ClC1=C2C(=NC=C1OC=1C=NN3C1C(=NC=C3)NC)N=C(N2C)NC2=CC(=CC(=C2)C(F)(F)F)CN2C[C@@H](CC2)N(C)C (R)-7-chloro-N-(3-((3-(dimethylamino)pyrrolidin-1-yl)methyl)-5-(trifluoromethyl)phenyl)-1-methyl-6-((4-(methylamino)pyrazolo[1,5-a]pyrazin-3-yl)oxy)-1H-imidazo[4,5-b]pyridin-2-amine